2,4-dihydroxy-3-(3-methylhex-2-en-1-yl)-6-pentylbenzoic acid OC1=C(C(=O)O)C(=CC(=C1CC=C(CCC)C)O)CCCCC